C1(CC1)C(C(C=1N=C2N(N=CC(=C2)C(CC(F)F)C(NCC(F)(F)F)=O)C1)NC(=O)C1=NON=C1C)C1CC1 N-(2,2-Dicyclopropyl-1-{7-[3,3-difluoro-1-(2,2,2-trifluoroethylcarbamoyl)propyl]-imidazo[1,2-b]pyridazin-2-yl}ethyl)-4-methyl-1,2,5-oxadiazole-3-carboxamide